2-((4-(6-((4-Chloro-2-fluorobenzyl)oxy)pyridin-2-yl)piperidin-1-yl)methyl)-5-fluoro-4-methoxy-1-methyl-1H-benzo[d]imidazole-6-carboxylic acid ClC1=CC(=C(COC2=CC=CC(=N2)C2CCN(CC2)CC2=NC3=C(N2C)C=C(C(=C3OC)F)C(=O)O)C=C1)F